S1C(=NC=C1)C1=C(C(=O)N)C=CC=N1 (thiazol-2-yl)nicotinamide